[Cl-].CC=1CN(C=CC1)CCCC 3-methyl-1-n-butyl-pyridine chloride